NC=1N(CN=C(N1)C(C)(C)C)SC 4-amino-6-tert-butyl-3-(methyl-thio)-S-triazine